(2,3-dioleoxypropyl)Trimethyl-ammonium chloride [Cl-].C(CCCCCCC\C=C/CCCCCCCC)OC(C[N+](C)(C)C)COCCCCCCCC\C=C/CCCCCCCC